N-[2-(benzyloxy)-1-[2-(difluoromethoxy)pyridin-4-yl]ethyl]carbamic acid tert-butyl ester C(C)(C)(C)OC(NC(COCC1=CC=CC=C1)C1=CC(=NC=C1)OC(F)F)=O